2-((5-chloro-3-cyano-4,6-dimethylpyridin-2-yl)amino)-N-(2,4-difluorophenyl)-N-methylacetamide ClC=1C(=C(C(=NC1C)NCC(=O)N(C)C1=C(C=C(C=C1)F)F)C#N)C